anilinium tetrakis(pentafluorophenyl)borate FC1=C(C(=C(C(=C1[B-](C1=C(C(=C(C(=C1F)F)F)F)F)(C1=C(C(=C(C(=C1F)F)F)F)F)C1=C(C(=C(C(=C1F)F)F)F)F)F)F)F)F.[NH3+]C1=CC=CC=C1